Nα-formyl-histidine C(=O)N[C@@H](CC1=CNC=N1)C(=O)O